(S)-2-(4-(6-((4-cyanobenzyl)oxy)-5-fluoropyridin-2-yl)-2,5-difluorobenzyl)-3-(4,4-dimethyltetrahydrofuran-3-yl)-3H-imidazo[4,5-b]pyridine-5-carboxylic acid C(#N)C1=CC=C(COC2=C(C=CC(=N2)C2=CC(=C(CC3=NC=4C(=NC(=CC4)C(=O)O)N3[C@@H]3COCC3(C)C)C=C2F)F)F)C=C1